N'-(2-(4-isobutylphenyl)propanoyl)-3,4-dimethoxybenzenesulfonohydrazide methyl-4-(2-methoxy-2-oxoethoxy)-3-nitrobenzoate COC(C1=CC(=C(C=C1)OCC(=O)OC)[N+](=O)[O-])=O.C(C(C)C)C1=CC=C(C=C1)C(C(=O)NNS(=O)(=O)C1=CC(=C(C=C1)OC)OC)C